1-pentanesulphonic acid sodium salt [Na+].C(CCCC)S(=O)(=O)[O-]